4-methoxy-3-(5-(thiazol-2-yl)pyridin-3-yl)phenyl cyclohexylcarbamate C1(CCCCC1)NC(OC1=CC(=C(C=C1)OC)C=1C=NC=C(C1)C=1SC=CN1)=O